[N+](=O)([O-])C1=C(C=CC(=C1)[N+](=O)[O-])N1CC(=CC=C1)C N-(2,4-dinitrophenyl)-3-methylpyridine